ClC1=CC(=C(S1)C(=O)NC1=C(C(=O)[O-])C=CC=C1)S(N(C)C1=CC(=C(C=C1)OCC)OC)(=O)=O (5-chloro-3-(N-(4-ethoxy-3-methoxyphenyl)-N-methylsulfamoyl)thiophene-2-carboxamido)benzoate